3-methyl-2,3,4,5,7,8,9,10-octahydro-1H-7,10-ethanonaphtho[2,3-d]azepine-6,11-dione CN1CCC2=C(CC1)C(C=1C3CCC(C1C2=O)CC3)=O